O=C1NC(CCC1N1C(C2=CC=C(C=C2C1=O)NCCCCCCN1CCC(CC1)C1CCC(CC1)O)=O)=O 2-(2,6-dioxopiperidin-3-yl)-5-((6-(4-(4-hydroxycyclohexyl)piperidin-1-yl)hexyl)amino)isoindoline-1,3-dione